C(C)N(C1CCC(CC1)NC1=C2C=C(N(C2=CC=C1)CC(F)(F)F)C#CCNC1=C(C=C(C=C1)S(=O)(=O)C)OC)CC (1R,4R)-N1,N1-diethyl-N4-(2-{3-[(4-methanesulfonyl-2-methoxyphenyl)amino]prop-1-yn-1-yl}-1-(2,2,2-trifluoroethyl)-1H-indol-4-yl)cyclohexane-1,4-diamine